C(C1=CC=CC=C1)[C@H]1N(CCCC1(F)F)C1=CC(=CC(N1)=O)N1CCOCC1 (R)-6-(2-benzyl-3,3-difluoropiperidin-1-yl)-4-morpholinopyridin-2(1H)-one